copper-thymol salt C1=C(C)C=CC(C(C)C)=C1O.[Cu]